4-(aminomethyl)thiophene-2-carboxylic acid ethyl ester C(C)OC(=O)C=1SC=C(C1)CN